[5-(3-chloro-2-piperazin-1-yl-6-quinolyl)-1,3,4-oxadiazol-2-yl]methanamine dihydrochloride Cl.Cl.ClC=1C(=NC2=CC=C(C=C2C1)C1=NN=C(O1)CN)N1CCNCC1